N1=C(N)N=C(N)N=C1N.C(=O)(O)C(CP(O)(=O)C1=CC=CC=C1)C(=O)O dicarboxyethylphenyl-phosphinic acid melamine salt